N-(p-tolylaminocarbonyl)-glycyl-Glycin C1(=CC=C(C=C1)NC(=O)NCC(=O)NCC(=O)O)C